BrC1=C(C=C2C(=C(C=NC2=C1)S(=O)(=O)N1CCSCC1)Cl)Cl 4-[(7-bromo-4,6-dichloro-3-quinolinyl)sulfonyl]thiomorpholine